8-bromo-2,3,4,5-tetrahydro-1H-benzo[d]azepin-1-amine, dihydrochloride Cl.Cl.BrC=1C=CC2=C(C(CNCC2)N)C1